(S)- and (R)-4-(2-((2-(5-(1-methyl-1H-pyrazol-4-yl)-indolin-1-yl)-2-oxo-1-phenyl-ethyl)amino)-ethyl)benzonitrile CN1N=CC(=C1)C=1C=C2CCN(C2=CC1)C([C@H](C1=CC=CC=C1)NCCC1=CC=C(C#N)C=C1)=O |r|